3,7,11-trimethyl-dodecyn CC(C#C)CCCC(CCCC(C)C)C